C(C)C1C(=CCN(C1)C(=O)OC(C)(C)C)OS(=O)(=O)C(F)(F)F Tert-butyl 5-ethyl-4-(((trifluoromethyl)sulfonyl)oxy)-5,6-dihydropyridine-1(2H)-carboxylate